({6-[(1,3-benzothiazol-2-yl)amino]-4,5-dimethylpyridazin-3-yl}amino)-5-[3-(2-fluorophenoxy)propyl]-1,3-thiazole-4-carboxylic acid ethyl ester C(C)OC(=O)C=1N=C(SC1CCCOC1=C(C=CC=C1)F)NC=1N=NC(=C(C1C)C)NC=1SC2=C(N1)C=CC=C2